4-Bromothiazole BrC=1N=CSC1